N-[(1S)-1-[3-(4-amino-1-methyl-1H-pyrazol-5-yl)-5-fluorophenyl]but-3-en-1-yl]carbamic acid tert-butyl ester C(C)(C)(C)OC(N[C@@H](CC=C)C1=CC(=CC(=C1)F)C1=C(C=NN1C)N)=O